4-amino-5'-(pyrrolidine-1-yl)-6-(thiazole-2-yl)-[2,2'-bipyridine]-3-carbonitrile NC1=C(C(=NC(=C1)C=1SC=CN1)C1=NC=C(C=C1)N1CCCC1)C#N